7-Ethoxy-N-(4-(ethylsulfonyl)benzyl)-10H-phenothiazine-2-carboxamide C(C)OC=1C=C2SC=3C=CC(=CC3NC2=CC1)C(=O)NCC1=CC=C(C=C1)S(=O)(=O)CC